N-[[2-chloro-5-[(2S)-2-(dichloromethylsulfonylamino)propoxy]phenyl]-methyl]propenamide ClC1=C(C=C(C=C1)OC[C@H](C)NS(=O)(=O)C(Cl)Cl)CNC(C=C)=O